N-(6-(4-(2-aminopyridin-4-yl)-2-fluorophenyl)quinolin-4-yl)benzo[d]thiazol-5-amine NC1=NC=CC(=C1)C1=CC(=C(C=C1)C=1C=C2C(=CC=NC2=CC1)NC=1C=CC2=C(N=CS2)C1)F